1-methyl-3'H-spiro[azetidine-3,2'-benzofuran]-6'-amine HCl salt Cl.CN1CC2(OC3=C(C2)C=CC(=C3)N)C1